NC1=NC(=C(C=C1C=1C=C2CCNC(C2=CC1)=O)C1=CC(=CC=C1)C(=O)N1CCN(CC1)C)F 6-(2-amino-6-fluoro-5-(3-(4-methylpiperazine-1-carbonyl)phenyl)pyridin-3-yl)-3,4-dihydroisoquinolin-1(2H)-one